2-({8-[(3β)-Cholest-5-en-3-yloxy]octyl}oxy)-N,N-dimethyl-3-[(9Z,12Z)-octadeca-9,12-dien-1-yloxy]propan-1-amin CC(C)CCC[C@@H](C)[C@H]1CC[C@H]2[C@@H]3CC=C4C[C@H](CC[C@]4(C)[C@H]3CC[C@]12C)OCCCCCCCCOC(CN(C)C)COCCCCCCCC\C=C/C\C=C/CCCCC